(1S,2S)-N-(6-((2R,4S)-4-((tert-butyldimethylsilyl)oxy)-2-(6-cyclopropylimidazo[1,2-a]pyrimidin-2-yl)pyrrolidin-1-yl)pyrimidin-4-yl)-2-(4-methylpyridin-2-yl)cyclopropane-1-carboxamide [Si](C)(C)(C(C)(C)C)O[C@H]1C[C@@H](N(C1)C1=CC(=NC=N1)NC(=O)[C@@H]1[C@H](C1)C1=NC=CC(=C1)C)C=1N=C2N(C=C(C=N2)C2CC2)C1